C(C)(C)(C)OC(=O)N1C=C(C2=CC=CC=C12)CS(=O)C1=CC2=CC=CC=C2C=C1 3-((naphthalen-2-ylsulfinyl)methyl)-1H-indole-1-carboxylic acid tert-butyl ester